C(C)(=O)C1=CC=C(S1)C=1C=C(C2=C(C=C(O2)CNC(OC(C)(C)C)=O)C1)Cl tert-Butyl (5-(5-acetylthiophen-2-yl)-7-chlorobenzofuran-2-yl)methylcarbamate